hept-2-yl-1H-1,8-naphthyridine-3-carboxamide CC(CCCCC)N1CC(=CC2=CC=CN=C12)C(=O)N